(S)-10-((dimethylamino)methyl)-4-ethyl-4-hydroxy-3,14-dioxo-3,4,12,14-tetrahydro-1H-pyrano[3',4':6,7]indolizino[1,2-b]quinolin-9-yl methyl(piperidin-4-yl)carbamate CN(C(OC1=C(C=2C=C3C(=NC2C=C1)C1=CC2=C(C(N1C3)=O)COC([C@]2(O)CC)=O)CN(C)C)=O)C2CCNCC2